ClC1=C2C(=NC=C1)N(C(=C2)CCN(C(OC(C)(C)C)=O)C)S(=O)(=O)C2=CC=CC=C2 tert-Butyl (2-(4-chloro-1-(phenylsulfonyl)-1H-pyrrolo[2,3-b]pyridin-2-yl)ethyl)(methyl)carbamate